(E)-2-[2-(diethylamino)-6-methyl-4-pyrimidinylcarbonylamino]-5,5-dimethyl-3-hexenoic acid C(C)N(C1=NC(=CC(=N1)C(=O)NC(C(=O)O)\C=C\C(C)(C)C)C)CC